(E)-N-(4-(1-(6-(4-(5-((2-(2,6-dioxopiperidin-3-yl)-1-oxoisoindoline-4-yl)thio)pentyl)piperazin-1-yl)nicotinoyl)piperidin-4-yl)butyl)-3-(pyridin-3-yl)acrylamide O=C1NC(CCC1N1C(C2=CC=CC(=C2C1)SCCCCCN1CCN(CC1)C1=NC=C(C(=O)N2CCC(CC2)CCCCNC(\C=C\C=2C=NC=CC2)=O)C=C1)=O)=O